5-Methoxybenzaldehyde COC=1C=CC=C(C=O)C1